methyl (E)-5-(3-(4-hydroxypiperidin-1-yl)-3-oxoprop-1-en-1-yl)-2-methoxybenzoate OC1CCN(CC1)C(/C=C/C=1C=CC(=C(C(=O)OC)C1)OC)=O